O=C1N(CC=2C=C3C(=CC12)OC1(CC3)CCNCC1)C1C(NC(CC1)=O)=O 3-(8'-Oxo-3',4',6',8'-tetrahydro-7'H-spiro[piperidine-4,2'-pyrano[2,3-f]isoindol]-7'-yl)piperidine-2,6-dione